C(#N)C(CCC(=O)O)(C)SCSSCCCCCCCCCCCC 4-Cyano-4-[[(dodecylthio)thiomethyl]thio]pentanoic acid